2-[(4-nitrobenzyl)thio]-3-phenyl-5,6,7,8-tetrahydro[1]benzothieno[2,3-d]pyrimidin-4(3H)-one [N+](=O)([O-])C1=CC=C(CSC=2N(C(C3=C(N2)SC2=C3CCCC2)=O)C2=CC=CC=C2)C=C1